C1=C(C=CC=2C(C3=CC=CC=C3C(C12)=O)=O)OCCCC(=O)O 4-(anthraquinone-2-oxy)butyric acid